ClC=1C(=CC(=NC1)NC(C)C)C=1C=NN(C1)C(=O)N[C@H](CO)C1=CC(=CC=C1)Cl (S)-4-(5-chloro-2-(isopropylamino)pyridin-4-yl)-N-(1-(3-chlorophenyl)-2-hydroxyethyl)-1H-pyrazole-1-carboxamide